(±)-Ethyl 2-[4-(3-aminooxetan-3-yl)-3-chloro-phenyl]propanoate NC1(COC1)C1=C(C=C(C=C1)[C@H](C(=O)OCC)C)Cl |r|